N-(tert-Butoxycarbonyl)-S-(oxazolo[5,4-c]pyridin-2-yl)-L-cysteine C(C)(C)(C)OC(=O)N[C@@H](CSC=1OC=2C=NC=CC2N1)C(=O)O